6-fluoro-7-methoxy-3-({[(3S)-1-(6-methylpyridin-3-yl)piperidin-3-yl][(2-methylpyridin-4-yl)methyl]amino}methyl)-1-(propan-2-yl)-1,4-dihydro-1,8-naphthyridin-4-one FC=1C=C2C(C(=CN(C2=NC1OC)C(C)C)CN(CC1=CC(=NC=C1)C)[C@@H]1CN(CCC1)C=1C=NC(=CC1)C)=O